(4-amino-7-chloro-1,3-dihydrofuro[3,4-c]quinolin-8-yl)((3R)-3-(6-(difluoromethoxy)-3-pyridinyl)-4-morpholinyl)methanone NC1=NC=2C=C(C(=CC2C2=C1COC2)C(=O)N2[C@@H](COCC2)C=2C=NC(=CC2)OC(F)F)Cl